2-(2-{[2-(7-{[(3-fluoropyridin-2-yl)methyl]amino}-[1,3]thiazolo[5,4-d]pyrimidin-2-yl)ethyl]amino}ethyl)phenol FC=1C(=NC=CC1)CNC=1C2=C(N=CN1)SC(=N2)CCNCCC2=C(C=CC=C2)O